2,2'-ethylidene-bis(4,6-di-t-butylphenyl) phosphate P1(=O)(OC2=C(C=C(C=C2C(C)(C)C)C(C)(C)C)C(C)C2=C(C(=CC(=C2)C(C)(C)C)C(C)(C)C)O1)[O-]